ClC1=CC=2C3=C(C=NC2C=C1)N=C(N3[C@H]3C[C@H](OCC3)C)CC3=NOC(=N3)N3CC(C3)O 1-[3-({8-chloro-1-[(2R,4R)-2-methyloxan-4-yl]-1H-imidazo[4,5-c]quinolin-2-yl}methyl)-1,2,4-oxadiazol-5-yl]azetidin-3-ol